Cyclobutylidene[(2,4-cyclopentadienyl)-(9H-indeno[2,1-b]pyridinyl)]hafnium C1(CCC1)=[Hf]C1=C(C=C2C(=N1)CC=1C=CC=CC12)C1C=CC=C1